CC1(C(N(C(N1CC1=CC(=NC=C1)N[C@H](CC#N)C)=O)C1=CC=C2C(CN(C2=C1)C)(C)C)=O)C (S)-3-((4-((5,5-dimethyl-2,4-dioxo-3-(1,3,3-trimethylindolin-6-yl)imidazolidin-1-yl)methyl)pyridin-2-yl)amino)butanenitrile